4-{[6-(5-Chloro-2-Fluorophenyl)-3-Methylpyridazin-4-yl]Amino}-N-Methyl-N-[2-(4-Methylpiperazin-1-yl)Ethyl]-1h-Pyrrolo[2,3-B]Pyridin-2-Carboxamid ClC=1C=CC(=C(C1)C1=CC(=C(N=N1)C)NC1=C2C(=NC=C1)NC(=C2)C(=O)N(CCN2CCN(CC2)C)C)F